ClC1=C(C=C(C=C1)NC(C1=CC=CC=C1)=O)C1=NC=CC=C1 2-(2-chloro-5-benzamidophenyl)pyridine